C1(=CC=C(C=C1)C1=NC(=NC(=N1)C=1C=C(C=CC1)C1=CC(=CC=C1)C1=CC=C(C=C1)Br)C1=CC=CC=C1)C1=CC=CC=C1 2-([1,1'-biphenyl]-4-yl)-4-(4''-bromo-[1,1':3',1''-terphenyl]-3-yl)-6-phenyl-1,3,5-triazine